2-amino-4,5-dimethylthiophene-3-carboxylic acid methyl ester COC(=O)C1=C(SC(=C1C)C)N